5-(3,6-dihydro-2H-pyran-4-yl)pyrazin-2-amine O1CCC(=CC1)C=1N=CC(=NC1)N